N-(3-methylbutan-2-yl)ethane-1,2-diamine CC(C(C)NCCN)C